CN1N=C(C2=CC(=C(C=C12)C1=CC(=NC=C1)C)NC1=C2C(N(C(C2=CC=C1)=O)C1C(NC(CC1)=O)=O)=O)C 4-((1,3-Dimethyl-6-(2-methylpyridin-4-yl)-1H-indazol-5-yl)amino)-2-(2,6-dioxopiperidin-3-yl)isoindoline-1,3-dione